N[C@H]1[C@@H](CC(C2=CC=CC=C12)(C)C)O |r| rac-(1R,2R)-1-amino-4,4-dimethyl-1,2,3,4-tetrahydronaphthalen-2-ol